OC1=CC=C(C=C1)S(=O)(=O)N[C@@H]1CN(CC1)C(=O)OC(C)(C)C (S)-tert-Butyl 3-(4-hydroxyphenylsulfonamido)pyrrolidine-1-carboxylate